CC=1C=C(C=CC1OC1=CC=CC=C1)NC(N)=O 3-(3-methyl-4-phenoxyphenyl)urea